C[Si](OC)(OC)OC Methyltrimethoxy-silan